4-(4-bromophenyl)butyronitrile BrC1=CC=C(C=C1)CCCC#N